ClC1=C2C=CN(C2=C(C=C1)C(=O)NC1CC2(CCC2)C1)CC1=CC=C(C=C1)N1CCOCC1 6-(4-chloro-1-(4-morpholinobenzyl)-1H-indole-7-carboxamido)spiro[3.3]heptane